2-(((2S,4s,6S)-6-((7-fluoro-quinoxalin-2-yl)amino)spiro[3.3]heptan-2-yl)oxy)nicotinamide FC1=CC=C2N=CC(=NC2=C1)NC1CC2(CC(C2)OC2=C(C(=O)N)C=CC=N2)C1